methyl 3,5-dihydroxybenzoate (methyl 3,5-dihydroxybenzoate) CC1=C(C(=O)O)C=C(C=C1O)O.OC=1C=C(C(=O)OC)C=C(C1)O